C1(CCC1)N1C=NC(=C1)C=1C=C(C=CC1NC1=NC=C(C=C1)C(F)(F)F)S(=O)(=O)NC 3-(1-Cyclobutylimidazol-4-yl)-N-methyl-4-[[5-(trifluoromethyl)-2-pyridyl]amino]benzenesulfonamide